CC1=C(C(=O)OCC2=C(C=CC=C2)C)C=CC=C1 2-methylbenzyl 2-methylbenzoate